ClC1=NC(=CC(=C1)N1N=C(C=C1)C)Cl 2,6-dichloro-4-(3-methyl-1H-pyrazol-1-yl)pyridine